FC(C(C)(O)C)(C1=C(C(=CC=C1)[C@@H](C)NC1=NC(=NC2=C3C(=C(C=C12)N1CCOCC1)CCC3)C)F)F (R)-1,1-difluoro-1-(2-fluoro-3-(1-((2-methyl-6-morpholino-8,9-dihydro-7H-cyclopenta[h]quinazolin-4-yl)amino)ethyl)phenyl)-2-methylpropan-2-ol